2-(4-(7,7-difluoro-2-(2-methylazetidin-1-yl)-6,7-dihydro-5H-cyclopenta[d]pyrimidin-4-yl)-2,6-difluorophenoxy)-1-(piperazin-1-yl)ethan-1-one FC1(CCC2=C1N=C(N=C2C2=CC(=C(OCC(=O)N1CCNCC1)C(=C2)F)F)N2C(CC2)C)F